ClC1=C(C=C(C=C1)OC#N)OC#N 4-chloro-1,3-dicyanooxybenzene